C(=O)(OC(C)(C)C)NCCS Boccysteamine